FC1=CC(=CC2=C1C1(COC1)N(C(O2)=O)CC2=C(C(=NC=C2)NS(=O)(=O)NC)F)OC=2OC=CN2 5-fluoro-3-{[3-fluoro-2-(methylaminosulfonylamino)-4-pyridyl]methyl}-7-(1,3-oxazol-2-yloxy)-2H,3H-spiro[1,3-benzoxazine-4,3'-oxetan]-2-one